CS(=O)C1=C(C=CC=C1)C1=CC2=C(C=C1)N1C(OC3=C(C1=O)C=CC=C3)=N2 8-(2-Methylsulfinylphenyl)benzimidazolo[2,1-b][1,3]benzoxazin-12-one